NC1CCN(CC1)C(C(=O)N)=O 2-(4-amino-1-piperidyl)-2-oxo-acetamide